diethyl 2-benzyl-2-(((2r,3s,4r,5r)-5-(5-chloro-7-(dimethyl-amino)-3H-imidazo[4,5-b]pyridin-3-yl)-3-ethynyl-3,4-dihydroxytetrahydrofuran-2-yl) methoxy)-malonate C(C1=CC=CC=C1)C(C(=O)OCC)(C(=O)OCC)OC[C@H]1O[C@H]([C@@H]([C@@]1(O)C#C)O)N1C=NC=2C1=NC(=CC2N(C)C)Cl